benzyl (2S)-2-[2-(4-hydroxyphenyl)acetamido]-3-phenylpropanoate OC1=CC=C(C=C1)CC(=O)N[C@H](C(=O)OCC1=CC=CC=C1)CC1=CC=CC=C1